tert-Butyl 4-(7-fluoro-4-oxo-3H-quinazolin-2-yl)piperazine-1-carboxylate FC1=CC=C2C(NC(=NC2=C1)N1CCN(CC1)C(=O)OC(C)(C)C)=O